tert-butyl ((1-(methylsulfonyl)azetidin-3-yl)methyl)carbamate CS(=O)(=O)N1CC(C1)CNC(OC(C)(C)C)=O